C(CCCCCC)(=O)N[C@@H](CNC(=O)C1=CC=C(C(=O)N2C[C@H]([C@@H](C2)C(=O)N[C@@H]2[C@H](C2)C2=CC=CC=C2)C(=O)N[C@@H]2[C@H](C2)C2=CC=CC=C2)C=C1)C(N[C@@H]1[C@H](C1)C1=CC=CC=C1)=O (3S,4S)-1-(4-(((S)-2-heptanamido-3-oxo-3-(((1S,2R)-2-phenylcyclopropyl)amino)propyl)carbamoyl)benzoyl)-N3,N4-bis((1S,2R)-2-phenylcyclopropyl)pyrrolidine-3,4-dicarboxamide